4H-pyrazolo[4,3-c]pyridin-4-one N1=NC=C2C(N=CC=C21)=O